FC1=C(C(=C2C=CNC2=C1F)SC)OC1=CC(=C(C=C1)F)C=1NC=C(N1)[C@]1(CCOC2=C(C=CC=C12)Br)C 6,7-difluoro-5-[4-fluoro-3-[4-[(4S)-8-bromo-4-methyl-chroman-4-yl]-1H-imidazol-2-yl]phenoxy]-4-methylsulfanyl-1H-indole